4-((4-bromophenoxy)methyl)tetrahydro-2H-pyran BrC1=CC=C(OCC2CCOCC2)C=C1